[PH2](OC1=CC=CC=C1)=O.[Ag] SILVER PHENYL phosphinate